tert-butyl 6-(4-(2-chlorophenyl)-3-cyano-7-(1-methyl-1H-pyrazol-5-yl) quinolin-2-yl)-5-methyl-2,6-diazaspiro[3.4]octane-2-carboxylate ClC1=C(C=CC=C1)C1=C(C(=NC2=CC(=CC=C12)C1=CC=NN1C)N1C(C2(CN(C2)C(=O)OC(C)(C)C)CC1)C)C#N